3-((3-amino-5-methoxyphenyl)amino)tetrahydrothiophene 1,1-dioxide NC=1C=C(C=C(C1)OC)NC1CS(CC1)(=O)=O